(R)-4-((2-(3-Aminopiperidin-1-yl)-1H-benzo[d]imidazol-1-yl)methyl)-3-methoxybenzonitril N[C@H]1CN(CCC1)C1=NC2=C(N1CC1=C(C=C(C#N)C=C1)OC)C=CC=C2